NC/C(/CO[O])=C\F (E)-2-(aminomethyl)-3-fluoro-allyloxy-oxygen